N-(35-azido-3,6,9,12,15,18,21,24,27,30,33-undecaoxapentatriacontyl)stearamide N(=[N+]=[N-])CCOCCOCCOCCOCCOCCOCCOCCOCCOCCOCCOCCNC(CCCCCCCCCCCCCCCCC)=O